N-(butyl-methylaminomethyl)acrylamide C(CCC)C(NC(C=C)=O)NC